2-(2-bromo-4-(trifluoromethyl)benzyl)-2,7-diazaspiro[3.5]Nonane-7-carboxylic acid tert-butyl ester C(C)(C)(C)OC(=O)N1CCC2(CN(C2)CC2=C(C=C(C=C2)C(F)(F)F)Br)CC1